(S)-5-[(5-{3-[(3-Fluoropyrrolidin-3-yl)methoxy]-5-methoxypyridin-4-yl}-1H-pyrazole-3-yl)amino]pyrazine-2-Carbonitrile F[C@@]1(CNCC1)COC=1C=NC=C(C1C1=CC(=NN1)NC=1N=CC(=NC1)C#N)OC